C(C1=CC=CC=C1)N1CC2C(C1)CNC2C(=O)N(C=2C=C(C=CC2)C)C 5-benzyl-N-methyl-N-(m-tolyl)octahydropyrrolo[3,4-c]pyrrole-1-carboxamide